BrC1=CN=C2C[C@H](CNC2=C1)[C@@H](C1=CC=CC=C1)NC[C@@H](C)C=1C=C(C=CC1)CC(=O)O {3-[(2S)-1-{[(S)-[(3R)-7-bromo-1,2,3,4-tetrahydro-1,5-naphthyridin-3-yl](phenyl)methyl]amino}propan-2-yl]phenyl}acetic acid